(S)-N-(7-((3-fluoroazetidin-3-yl)ethynyl)-5-methyl-4-oxo-2,3,4,5-tetrahydrobenzo[b][1,4]oxazepin-3-yl)-4-phenoxypicolinamide FC1(CNC1)C#CC1=CC2=C(OC[C@@H](C(N2C)=O)NC(C2=NC=CC(=C2)OC2=CC=CC=C2)=O)C=C1